((6-amino-2,4-dimethylpyridin-3-yl)methyl)-1-(4-((2-oxopyridin-1(2H)-yl)methyl)benzyl)-4-(tetrahydrofuran-2-yl)-1H-pyrazole-3-carboxamide NC1=CC(=C(C(=N1)C)CC1=C(C(=NN1CC1=CC=C(C=C1)CN1C(C=CC=C1)=O)C(=O)N)C1OCCC1)C